C(C)(C)C1=C(C=C(C=C1OC)C(CC(=O)C1=C(C=C(C=C1)C#N)O)=O)OC 3-(4-isopropyl-3,5-dimethoxyphenyl)-1-(2-hydroxy-4-cyanophenyl)propane-1,3-dione